C(C)C1=CC(=C(OC=2C=C(C(C#N)=CC2)C#N)C(=C1)C=C)OC 4-(4-ethyl-2-methoxy-6-vinylphenoxy)phthalonitrile